2-fluoro-1-((3R,4R)-3-(4-(pyridin-3-yl)-1H-1,2,3-triazol-1-yl)-4-(4-(trifluoromethyl)benzyloxy)pyrrolidin-1-yl)prop-2-en-1-one FC(C(=O)N1C[C@H]([C@@H](C1)OCC1=CC=C(C=C1)C(F)(F)F)N1N=NC(=C1)C=1C=NC=CC1)=C